3-(1'-(3-(1,2,4-oxadiazol-3-yl)benzyl)-6-oxo-6,8-dihydro-2H,7H-spiro[furo[2,3-e]isoindole-3,4'-piperidin]-7-yl)piperidine-2,6-dione O1N=C(N=C1)C=1C=C(CN2CCC3(CC2)COC2=C4CN(C(C4=CC=C23)=O)C2C(NC(CC2)=O)=O)C=CC1